(E)-1,3-difluoro-5-(2-nitrovinyl)benzene FC1=CC(=CC(=C1)\C=C\[N+](=O)[O-])F